COC1=CC=C(C=C1)S(=O)(=O)NC1=CC=C(C=C1)NS(=O)(=O)CC1=CC=CC=C1 4-methoxy-N-(4-((phenylmethyl)sulfonamido)phenyl)benzenesulfonamide